ClC1=CC=C2C(=CNC2=C1)S(=O)(=O)NC1=C(C=C(C=C1)\C=C\COC)F 6-chloro-N-{2-fluoro-4-[(1E)-3-methoxyprop-1-en-1-yl]phenyl}-1H-indole-3-sulphonamide